2-chloro-4-ethynyl-3,5,6-trifluorobenzyl (1R)-trans-3-[(E)-(2-methoxycarbonyl-1-propenyl)]-2,2-dimethylcyclopropanecarboxylate COC(=O)/C(=C/[C@H]1C([C@@H]1C(=O)OCC1=C(C(=C(C(=C1F)F)C#C)F)Cl)(C)C)/C